tert-butyl (1R,5S)-3-(7-(8-chloronaphthalen-1-yl)-8-fluoro-2-(piperidin-4-yloxy)pyrido[4,3-d]pyrimidin-4-yl)-3,8-diazabicyclo[3.2.1]octane-8-carboxylate ClC=1C=CC=C2C=CC=C(C12)C1=C(C=2N=C(N=C(C2C=N1)N1C[C@H]2CC[C@@H](C1)N2C(=O)OC(C)(C)C)OC2CCNCC2)F